8,9-difluoro-3-methyl-2H-[1,4]oxazino[2,3,4-ij]quinolin-7(3H)-one FC1=C2C(C=CN3C2=C(C=C1F)OCC3C)=O